O=C1C(NCCN1)=O dioxopiperazine